bis(4-t-butylphenyl)iodonium tetrakis(pentafluorophenyl)gallate FC1=C(C(=C(C(=C1OC=1C(=C(C(=C(C(=O)[O-])C1)C1=C(C(=C(C(=C1F)F)F)F)F)OC1=C(C(=C(C(=C1F)F)F)F)F)OC1=C(C(=C(C(=C1F)F)F)F)F)F)F)F)F.C(C)(C)(C)C1=CC=C(C=C1)[I+]C1=CC=C(C=C1)C(C)(C)C